4-(4-methylphenyl)-5-(4-methoxyphenyl)-2-(trifluoromethyl)pyridine CC1=CC=C(C=C1)C1=CC(=NC=C1C1=CC=C(C=C1)OC)C(F)(F)F